2-((3-iodobenzyl)(methyl)amino)ethan-1-ol IC=1C=C(CN(CCO)C)C=CC1